C(#N)C1=CC(=C(C=C1)COC1=CC=CC(=N1)C1=C(C(=C(C=C1)CC=1N(C2=C(N1)C=CC(=C2)C(=O)O)C[C@H]2OCC2)F)C)F 2-[[4-[6-[(4-Cyano-2-fluoro-phenyl)methoxy]-2-pyridyl]-2-fluoro-3-methyl-phenyl]methyl]-3-[[(2S)-oxetan-2-yl]methyl]benzimidazole-5-carboxylic acid